(S)-2-(2-(benzo[d]oxazol-2-yl)-4,4-difluoropyrrolidin-1-yl)-6-methyl-4-trifluoromethyl-nicotinonitrile O1C(=NC2=C1C=CC=C2)[C@H]2N(CC(C2)(F)F)C2=C(C#N)C(=CC(=N2)C)C(F)(F)F